(S)-5-((4-((2-hydroxy-1-phenylethyl)amino)-5-(5-(pyridin-3-yl)-1,3,4-oxadiazol-2-yl)pyridin-2-yl)amino)-2,3,3-trimethylisoindolin-1-one OC[C@H](C1=CC=CC=C1)NC1=CC(=NC=C1C=1OC(=NN1)C=1C=NC=CC1)NC=1C=C2C(N(C(C2=CC1)=O)C)(C)C